NCCC[Si](OCC)(C(C)C)C(C)C (3-Aminopropyl)diisopropylethoxysilane